CC1=CC=C(C=C1)C1=NN=C(O1)C1CCNCC1 4-[5-(4-Methylphenyl)-1,3,4-oxadiazol-2-yl]piperidine